C(C)S(=O)(=O)C=1C(=NC(=CC1)C1=NC=CC=N1)C=1OC2=C(N1)C=C(C=C2)S(C(F)(F)F)(=O)=N [2-(3-Ethylsulfonyl-6-pyrimidin-2-yl-2-pyridinyl)-1,3-benzoxazol-5-yl]-imino-oxo-(trifluoromethyl)-lambda6-sulfane